Glycine ethyl ester Ethyl-acrylate C(C)OC(C=C)=O.C(C)OC(CN)=O